Cl/C(/C1CN(C1)C(=O)OC(C)(C)C)=N/O tert-butyl (E)-3-(chloro(hydroxyimino)methyl)azetidine-1-carboxylate